[2-(2-hydroxyethoxy)ethyl]amine OCCOCCN